The molecule is a hydroxy fatty acid anion that is the conjugate base of (9S,10R)-dihydroxyoctadecanoic acid, obtained by deprotonation of the carboxy group; major species at pH 7.3. It is a hydroxy fatty acid anion and a long-chain fatty acid anion. It is a conjugate base of a (9S,10R)-dihydroxyoctadecanoic acid. CCCCCCCC[C@H]([C@H](CCCCCCCC(=O)[O-])O)O